C(C)(C)(C)OC(=O)N1C(CCCC1)C1=NC(=CC=C1)OCC1=NC(=C(C=C1)F)OC(F)F (6-((6-(difluoromethoxy)-5-fluoropyridin-2-yl)methoxy)pyridin-2-yl)piperidine-1-carboxylic acid tert-butyl ester